5,7,3',6'-tetrahydroxy-8,2'-dimethoxyflavone OC1=C2C(C=C(OC2=C(C(=C1)O)OC)C1=C(C(=CC=C1O)O)OC)=O